ClC1=CC=C(C=C1)NCC#CC=1N(C2=CC=C(C=C2C1)C=O)CC 2-[3-(p-chlorophenyl-amino)-1-propynyl]-1-ethyl-1H-indole-5-carbaldehyde